ClC=1C(=C(N)C=C(C1)B1OC(C(O1)(C)C)(C)C)F 3-Chloro-2-fluoro-5-(4,4,5,5-tetramethyl-1,3,2-dioxaborolan-2-yl)aniline